C1(CCC1)[Bi](=O)(C)C cyclobutyldimethyl-λ5-bismuthanone